4-(3-((2-(difluoromethoxy)-6-methylpyridin-3-yl)carbamoyl)-3-(3-isopropylpyridin-2-yl)azetidin-1-yl)-4-oxobutanoic acid FC(OC1=NC(=CC=C1NC(=O)C1(CN(C1)C(CCC(=O)O)=O)C1=NC=CC=C1C(C)C)C)F